C(C1=CC=CC=C1)OC1=NC(=CC=C1C1=NN(C2=C(C=CC=C12)N1CCN(CC1)C(=O)OC(C)(C)C)C)OCC1=CC=CC=C1 tert-butyl 4-(3-(2,6-bis(benzyloxy)pyridin-3-yl)-1-methyl-1H-indazol-7-yl)piperazine-1-carboxylate